O1CCNCCC1 1,4-oxaazepan